[N+](=O)([O-])C1=CC=C(CN2CC3=CC=CC(=C3CC2)Br)C=C1 (l)-2-(4-nitrobenzyl)-5-bromo-1,2,3,4-tetrahydroisoquinoline